7-fluoro-3-isopropyl-2-methyl-indazole FC1=CC=CC2=C(N(N=C12)C)C(C)C